3-{[2-(4-chlorophenyl)imidazo[1,2-a]pyrimidin-3-yl]methyl}-N-isopropyl-N-methyl-3,8-diaza-bicyclo[3.2.1]octane-8-carboxamide ClC1=CC=C(C=C1)C=1N=C2N(C=CC=N2)C1CN1CC2CCC(C1)N2C(=O)N(C)C(C)C